2-(3-cyano-phenyl)-5-trifluoromethyl-2H-pyrazole-3-carboxylic acid {3-[(4-dimethylamino-naphthalen-1-yl)-hydroxy-methyl]-phenyl}-amide CN(C1=CC=C(C2=CC=CC=C12)C(C=1C=C(C=CC1)NC(=O)C=1N(N=C(C1)C(F)(F)F)C1=CC(=CC=C1)C#N)O)C